6-(5-hydroxy-3-methyl-1H-pyrazol-1-yl)nicotinic acid OC1=CC(=NN1C1=NC=C(C(=O)O)C=C1)C